C=CCCCCCCCCCCCCCCCCCCCCCCCCC Heptacos-1-ene